NC1C(CCC1)OC=1C(=C2CN(C(C2=CC1)=O)C1C(NC(CC1)=O)=O)F 3-(5-((2-aminocyclopentyl)oxy)-4-fluoro-1-oxoisoindolin-2-yl)piperidine-2,6-dione